[(3S)-3-(5-fluoro-6-methylpyridin-3-yl)-1,2-oxazolidin-2-yl]-[1-[4-(2-methylpyrazol-3-yl)-1,3,5-triazin-2-yl]piperidin-4-yl]methanone FC=1C=C(C=NC1C)[C@H]1N(OCC1)C(=O)C1CCN(CC1)C1=NC=NC(=N1)C=1N(N=CC1)C